tert-butyl (1-(4-(4-(3-fluoro-6,7-dihydro-5H-pyrrolo[3,4-b]pyridine-6-carboxamido)phenyl)piperidine-1-carbonyl)cyclopentyl)carbamate FC=1C=C2C(=NC1)CN(C2)C(=O)NC2=CC=C(C=C2)C2CCN(CC2)C(=O)C2(CCCC2)NC(OC(C)(C)C)=O